ClC(C1=NN=C2N1C=C(N=C2)C=2C=NC(=CC2)OC2CC(C2)(F)F)(F)F 3-(chlorodifluoromethyl)-6-(6-(3,3-difluorocyclobutoxy)pyridin-3-yl)-[1,2,4]triazolo[4,3-a]pyrazine